C1(=CC(=CC=C1)[C@@H]1[C@@H](CN(CC1)C(=O)C1CC2(C1)NC(OC2)=O)C)C2=CC=CC=C2 (2s,4r)-2-((3S,4S)-4-([1,1'-biphenyl]-3-yl)-3-methylpiperidin-1-carbonyl)-7-oxa-5-azaspiro[3.4]octan-6-one